ClC1=C(C=C(C=C1)C1=CN(C2=NC(=CC=C21)C(=O)N2C(CN(CC2)C2=NC(=C(C(=O)OC)C(=C2)C)C)(C)C)C(C)(C)C2=NC=CC=C2)F methyl 6-(4-(3-(4-chloro-3-fluorophenyl)-1-(2-(pyridin-2-yl)propan-2-yl)-1H-pyrrolo[2,3-b]pyridine-6-carbonyl)-3,3-dimethylpiperazin-1-yl)-2,4-dimethylnicotinate